C(C)OC(\C=C\C(\C1=CC(=CC=C1)Br)=N/OC(C)=O)=O (2E,4E)-4-(acetoxyimino)-4-(m-bromophenyl)but-2-enoic acid ethyl ester